[K].FC(C1=NC=CC=C1S)(F)F 2-(trifluoromethyl)pyridine-3-thiol potassium